[N].C=1(C(=CC=CC1)C)C (xylene) nitrogen